3-propylacenaphthylene C(CC)C1=C2C=CC=3C=CC=C(C=C1)C32